F[C@H]1C[C@H](N(C1)C(CN1CCC(CC1)OC1=CC=NC2=CC=C(C=C12)C(F)(F)F)=O)C#N (2S,4S)-4-fluoro-1-[2-[4-[[6-(trifluoromethyl)-4-quinolyl]oxy]-1-piperidyl]acetyl]pyrrolidine-2-carbonitrile